(2R,3S,4S)-4-hydroxy-2-[(4-methoxyphenyl)methyl]pyrrolidin-3-yl N-[(4-iodophenyl)methyl]carbamate IC1=CC=C(C=C1)CNC(O[C@H]1[C@H](NC[C@@H]1O)CC1=CC=C(C=C1)OC)=O